3-benzylazetidin C(C1=CC=CC=C1)C1CNC1